2-(bromomethyl)-5-(difluoromethyl)pyridine BrCC1=NC=C(C=C1)C(F)F